ClC=1C=C2C(=CNC2=CC1)NC1=NC2=C(N1C)C(=CC(=C2)C(F)(F)F)C N-(5-Chloro-1H-indol-3-yl)-1,7-dimethyl-5-(trifluoromethyl)-1H-benzo[d]imidazol-2-amine